Cl.BrC1=C(C=NC=C1)C 4-bromo-3-methylpyridine hydrochloride